C1=CC=CC=2C3=CC=CC=C3N(C12)CC 2-(9H-carbazole-9-yl)ethane